tert-butyl 4-(6-(2-methyl-2H-tetrazol-5-yl)pyrazolo[1,5-a]pyridin-3-yl)piperazine-1-carboxylate CN1N=C(N=N1)C=1C=CC=2N(C1)N=CC2N2CCN(CC2)C(=O)OC(C)(C)C